3,4,5,6-dibenzocarbazole C1=CC=C2C(=C1)C=CC3=C2C4=C(N3)C=CC5=CC=CC=C54